CN(C1=CC2=C(C(=C3C([Si]2(C2=CC=CC=C2)C)=CC(C=C3)=[N+](C)C)C3=C(C=CC=C3)C)C=C1)C N-(7-(Dimethylamino)-5-methyl-5-phenyl-10-(o-tolyl)dibenzo[b,e]silin-3(5H)-ylidene)-N-methylmethanaminium